formylindol C(=O)C=1NC2=CC=CC=C2C1